COC1=CC(=NC2=CC(=CC=C12)C(=O)C(C#N)C#N)C1=CC=CC=C1 2-(4-methoxy-2-phenylquinoline-7-carbonyl)malononitrile